3-chloro-N-(2-fluoro-2-methyl-propyl)-7-(2-fluoro-3-pyridyl)-8,9-dihydro-7H-cyclopenta[h]isoquinoline-5-sulfonamide ClC=1N=CC=2C3=C(C=C(C2C1)S(=O)(=O)NCC(C)(C)F)C(CC3)C=3C(=NC=CC3)F